C(C)OC1=NC=CC=C1C=1C=C(C2=C(N1)N(N=C2C(C)C)C)NCC2=NN(C=N2)C 6-(2-ethoxy-3-pyridinyl)-3-isopropyl-1-methyl-N-[(1-methyl-1,2,4-triazol-3-yl)methyl]pyrazolo[3,4-b]pyridin-4-amine